FC(CC(=O)O)(C1=NC=C(C=C1)C(F)(F)F)F β,β-difluoro-5-(trifluoromethyl)-2-pyridinepropanoic acid